4-(4-(trifluoromethyl)phenyl)(2-thiazolyl)(3-pyridinyl)methanone FC(C1=CC=C(C=C1)C1=C(C=NC=C1)C(=O)C=1SC=CN1)(F)F